(SR)-format C(=O)[O-]